IC=1C(=C(C=C(C1)[N+](=O)[O-])C1=CC=CC=C1)OC 3-iodo-2-methoxy-5-nitro-1,1'-biphenyl